CN1C[C@H](CC1)C1=NC2=C(N1)C=CC(=C2)C#N 2-[(3S)-1-methyl-3-pyrrolidinyl]-1H-benzoimidazole-5-carbonitrile